tin-silver-lanthanum [La].[Ag].[Sn]